C1(CC1)OC1=CC=2N(C=C1C(=O)NC=1C(N(C=CC1)C1C(C1)F)=O)C=C(N2)C21COC(C2)(C1)C 7-cyclopropoxy-N-(1-(2-fluorocyclopropyl)-2-oxo-1,2-dihydropyridin-3-yl)-2-(1-methyl-2-oxabicyclo[2.1.1]hexan-4-yl)imidazo[1,2-a]pyridine-6-carboxamide